C(C=CC1=CC=CC=C1)C1(NN(C=N1)S(=O)(=O)N(C)C)S(=O)(=O)NC1CC1 3-cinnamyl-N3-cyclopropyl-N1,N1-dimethyl-1H-1,2,4-triazole-1,3-disulfonamide